(2S)-2-(trifluoromethyl)pyrrolidine-1-carbonyl chloride FC([C@H]1N(CCC1)C(=O)Cl)(F)F